ClC1=C(C=CC(=C1)F)C1=CC=NC2=CC(=CC=C12)O[C@@H](C(=O)N1CCCCC1)C (3R)-1-[(2R)-2-[[4-(2-Chloro-4-fluoro-phenyl)-7-quinolyl]oxy]propanoyl]piperidin